ClC=1C=C(O[C@@H](C(=O)OC)C)C=C(C1)C (R)-Methyl 2-(3-chloro-5-methylphenoxy)propanoate